C(C)(C)(C)OC(NC(CC1=CC(=CC(=C1)F)F)C1=C(C2=C(C(=N1)C#CC(C)(S(=O)(=O)C)C)CCC2)Br)=O (1-(4-Bromo-1-(3-methyl-3-(methylsulfonyl)but-1-yn-1-yl)-6,7-dihydro-5H-cyclopenta[c]pyridin-3-yl)-2-(3,5-difluorophenyl)ethyl)carbamic acid tert-butyl ester